1-(prop-2-yn-1-yl)-1H-pyrazole-5-carboxamide C(C#C)N1N=CC=C1C(=O)N